NC1=C(C=C(C=N1)NC(C(=O)N1[C@H](CC[C@@H](C1)C)C=1C=CC2=C(N=C(S2)C2CC3CC(CC(C2)N3C)(F)F)C1)=O)CC N-(6-amino-5-ethylpyridin-3-yl)-2-((2R,5S)-2-(2-(7,7-difluoro-9-methyl-9-azabicyclo[3.3.1]nonan-3-yl)benzo[d]thiazol-5-yl)-5-methylpiperidin-1-yl)-2-oxoacetamide